tetrakis-(2,4-di-tert-butylphenyl)-[1,1-biphenyl] C(C)(C)(C)C1=C(C=CC(=C1)C(C)(C)C)C=1C(=C(C(=C(C1)C1=CC=CC=C1)C1=C(C=C(C=C1)C(C)(C)C)C(C)(C)C)C1=C(C=C(C=C1)C(C)(C)C)C(C)(C)C)C1=C(C=C(C=C1)C(C)(C)C)C(C)(C)C